1-(naphthalene-2-yl)-3-phenylpropan C1=C(C=CC2=CC=CC=C12)CCCC1=CC=CC=C1